NCC1=CC=C(C=C1)NC(CCOCCOCCOCCOCCOCC#C)=O N-[4-(aminomethyl)phenyl]-4,7,10,13,16-pentaoxanonadec-18-ynamide